5-[4-amino-5-(trifluoromethyl)pyrrolo[2,1-f][1,2,4]triazin-7-yl]-N-[(3R,4S)-4-fluoro-1-(2-fluoro-2-methylpropanoyl)pyrrolidin-3-yl]-2-(deutero)methoxypyridine-3-carboxamide NC1=NC=NN2C1=C(C=C2C=2C=C(C(=NC2)OC[2H])C(=O)N[C@@H]2CN(C[C@@H]2F)C(C(C)(C)F)=O)C(F)(F)F